4-(hydroxymethyl)benzamide OCC1=CC=C(C(=O)N)C=C1